FC1=CC=C(C=C1)N1C[C@@H](N(CC1)CC[C@@H]1OC(C2(C1)CCNCC2)=O)C (R)-3-(2-((S)-4-(4-fluorophenyl)-2-methylpiperazin-1-yl)ethyl)-2-oxa-8-azaspiro[4.5]decan-1-one